6-methyl-2-(6-(6-(4-(4-methyl-1H-pyrazol-1-yl)benzyl)-3,6-diazabicyclo[3.1.1]heptan-3-yl)pyridin-3-yl)-N-(5-methyl-1H-pyrazol-3-yl)pyrimidin-4-amine CC1=CC(=NC(=N1)C=1C=NC(=CC1)N1CC2N(C(C1)C2)CC2=CC=C(C=C2)N2N=CC(=C2)C)NC2=NNC(=C2)C